6-(ethylsulfonyl)-5-[3-methyl-6-(trifluoromethyl)-3H-imidazo[4,5-c]pyridin-2-yl]thieno[3,2-b]thiophene-3-carboxamide C(C)S(=O)(=O)C1=C(SC2=C1SC=C2C(=O)N)C2=NC1=C(C=NC(=C1)C(F)(F)F)N2C